C(C1=CC=CC=C1)N(C1=NN(C2=C1C=NC(=C2)Cl)C2OCCCC2)CC N-benzyl-6-chloro-N-ethyl-1-(tetrahydro-2H-pyran-2-yl)-1H-pyrazolo[4,3-c]pyridin-3-amine